(R)-1-(2-methyl-5-nitro-3-(trifluoromethyl)phenyl)ethane-1-amine CC1=C(C=C(C=C1C(F)(F)F)[N+](=O)[O-])[C@@H](C)N